6-Bromo-2-{4-[4-(2,2-dimethylpropanoyl)piperazin-1-yl]phenyl}-N-(1-ethylpiperidin-4-yl)-3H-imidazo[4,5-b]pyridin-7-amine BrC=1C(=C2C(=NC1)NC(=N2)C2=CC=C(C=C2)N2CCN(CC2)C(C(C)(C)C)=O)NC2CCN(CC2)CC